3-(1'-((1-methyl-1H-indol-7-yl)methyl)-7-oxo-5,7-dihydro-2H,6H-spiro[furo[2,3-f]isoindole-3,4'-piperidin]-6-yl)piperidine-2,6-dione CN1C=CC2=CC=CC(=C12)CN1CCC2(CC1)COC1=CC=3C(N(CC3C=C12)C1C(NC(CC1)=O)=O)=O